1-methyl-N-[(1S)-1-[3-[2-(trifluoromethyl)-4-pyridyl]-1,2,4-oxadiazol-5-yl]ethyl]cyclohexanecarboxamide CC1(CCCCC1)C(=O)N[C@@H](C)C1=NC(=NO1)C1=CC(=NC=C1)C(F)(F)F